(E)-4-((2,6-Difluorophenyl)diazenyl)-3,5-difluorophenol FC1=C(C(=CC=C1)F)/N=N/C1=C(C=C(C=C1F)O)F